perfluorobutene C(=C(F)F)(C(C(F)(F)F)(F)F)F